N1C(=CC=2C1=NC=CC2)C(=O)N2C[C@H](CC2)C(=O)NC2=CC(=C(C(=C2)F)F)F (S)-1-(1H-pyrrolo[2,3-b]pyridine-2-carbonyl)-N-(3,4,5-trifluorophenyl)pyrrolidine-3-carboxamide